benzyl ((S)-1-((1S,2R)-2-acetamido-4-oxocyclohexyl)-2-oxopyrrolidin-3-yl)carbamate C(C)(=O)N[C@H]1[C@H](CCC(C1)=O)N1C([C@H](CC1)NC(OCC1=CC=CC=C1)=O)=O